C(C)(C)NC(O[C@H]1C[C@H](CC1)C1=NN(C(=C1)NC(COC1=C(C(=C(C=C1)OC)OCC1=CC=CC=C1)C=O)=O)C(C)(C)C)=O (1R,3S)-3-(5-{2-[3-(benzyloxy)-2-formyl-4-methoxyphenoxy]acetamido}-1-tert-butylpyrazol-3-yl)cyclopentyl N-isopropylcarbamate